1-(4-(4-amino-5-(3-fluoro-4-((4-methylpyrimidin-2-yl)oxy)phenyl)-7-methyl-5H-pyrrolo[3,2-d]pyrimidin-6-yl)-3,6-dihydropyridin-1(2H)-yl)prop-2-en-1-one NC=1C2=C(N=CN1)C(=C(N2C2=CC(=C(C=C2)OC2=NC=CC(=N2)C)F)C=2CCN(CC2)C(C=C)=O)C